bis(methylcyclopentadienyl)bis(dimethylamino)zirconium CC1(C=CC=C1)[Zr](N(C)C)(N(C)C)C1(C=CC=C1)C